ClC1=C(C(=NC=N1)NC(C)C)N 6-Chloro-N4-isopropylpyrimidine-4,5-diamine